glycine heptyl ester hydrochloride Cl.C(CCCCCC)OC(CN)=O